OC[C@](C)(O)C1=CC=C(S1)S(=O)(=O)N (S)-5-(1,2-dihydroxypropan-2-yl)thiophene-2-sulfonamide